FC(C=1C=C(C=C(C1)C(F)(F)F)N1C(C2C(C1=O)(C(=C(C(=C2)F)F)F)F)=O)(F)F N-(3,5-bistrifluoromethylphenyl)-2,3,4,5-tetrafluorophthalimide